5-((2-(2,6-dioxopiperidin-3-yl)-3-hydroxy-1-oxoisoindolin-5-yl)oxy)pentanoic acid O=C1NC(CCC1N1C(C2=CC=C(C=C2C1O)OCCCCC(=O)O)=O)=O